C(C)C1=C(C=2C=C3C(=C(C(=CC=4[C@H]([C@@H](C(=C(C5=C(C(=C(N5)C=C1N2)C)C(=O)OC)C)N4)CCC(=O)OC)C)N3)C)C=C)C methyl (7S,8S)-18-ethyl-7-(3-methoxy-3-oxopropyl)-2,5,8,12,17-pentamethyl-13-vinyl-7H,8H-porphyrin-3-carboxylate